8-((cyclopropylmethyl)(3'-(dimethylamino)-[1,1'-biphenyl]-4-yl)amino)-5-methyl-6-oxo-5,6-dihydro-1,5-naphthyridine-2-carbonitrile C1(CC1)CN(C1=CC(N(C=2C=CC(=NC12)C#N)C)=O)C1=CC=C(C=C1)C1=CC(=CC=C1)N(C)C